C12(CC(C1)C2)C=2SC(=C(N2)C=2C(=C(C=CC2)NS(=O)(=O)C2=C(C=CC=C2F)F)F)C2=NC(=NC=C2Cl)SC N-(3-(2-(Bicyclo[1.1.1]pentan-1-yl)-5-(5-chloro-2-(methylthio)pyrimidin-4-yl)thiazol-4-yl)-2-fluorophenyl)-2,6-difluorobenzenesulfonamide